1-(vinyloxy)isobutane C(=C)OCC(C)C